6-Bromonicotinic acid methyl ester COC(C1=CN=C(C=C1)Br)=O